(2-chlorophenyl)(5,9-dioxa-13b-azanaphtho[3,2,1-de]anthracen-7-yl)amine ClC1=C(C=CC=C1)NC=1C=C2OC=3C=CC=CC3N3C2=C(C1)OC=1C=CC=CC13